(1R,5R)-2-(2-(3-acetyl-5-(2-methylpyrimidin-5-yl)-1H-indazol-1-yl)acetyl)-N-(4-benzyl-6-bromopyridin-2-yl)-5-methyl-2-azabicyclo[3.1.0]hexane-3-carboxamide C(C)(=O)C1=NN(C2=CC=C(C=C12)C=1C=NC(=NC1)C)CC(=O)N1[C@@H]2C[C@@]2(CC1C(=O)NC1=NC(=CC(=C1)CC1=CC=CC=C1)Br)C